3-(4-bromophenyl)oxetan-3-ol tert-Butyl-(2-(hydroxymethyl)allyl)(methyl)carbamate C(C)(C)(C)CN(C(=O)OC1(COC1)C1=CC=C(C=C1)Br)CC(=C)CO